[(1S,4R,SR)-5-{[5-cyclopropyl-3-(2,6-dichlorophenyl)-1,2-oxazol-4-yl]methoxy}-3-oxo-2-azabicyclo[2.2.1]heptan-2-yl]-2-fluoro-N-{[(1R,2R)-2-hydroxycyclopentyl]sulfonyl}benzamide C1(CC1)C1=C(C(=NO1)C1=C(C=CC=C1Cl)Cl)CO[C@@H]1[C@@H]2C(N([C@H](C1)C2)C=2C(=C(C(=O)NS(=O)(=O)[C@H]1[C@@H](CCC1)O)C=CC2)F)=O |&1:18|